3,8-bis((tertbutyldimethylsilyl)oxy)-6H-benzo[c]chromen-6-one C(C)(C)(C)[Si](OC1=CC=C2C3=C(C(OC2=C1)=O)C=C(C=C3)O[Si](C)(C)C(C)(C)C)(C)C